O[C@H]1CC[C@@]2([C@H]3CC[C@@]4([C@H](CC[C@H]4[C@@H]3CC=C2C1)[C@@H](CCC(=O)OCC)C)C)C Ethyl (R)-4-((3S,8S,9S,10R,13R,14S,17R)-3-hydroxy-10,13-dimethyl-2,3,4,7,8,9,10,11,12,13,14,15,16,17-tetradecahydro-1H-cyclopenta[a]phenanthren-17-yl)pentanoate